ClC1=CC=C2C[C@@H]([C@@H](C2=C1)NC([O-])=O)NC([O-])=O (1R,2S)-6-Chloro-2,3-dihydro-1H-inden-1,2-diyl-dicarbamat